androstene-3,17-dione C[C@@]12C(C=C[C@H]1[C@@H]1CCC3CC(CC[C@]3(C)[C@H]1CC2)=O)=O